Br/C=C/C=1C(NC(N([C@H]2[C@H](O)[C@H](O)[C@@H](CO)O2)C1)=O)=O (E)-5-(2-Bromo-vinyl)uridine